(1S,2R)-N-(5-(3-chlorocinnolin-6-yl)thiazol-2-yl)-2-fluorocyclopropane-1-carboxamide ClC=1N=NC2=CC=C(C=C2C1)C1=CN=C(S1)NC(=O)[C@H]1[C@@H](C1)F